C1(CC1)N1C=C(C(C(=C1C(=O)OCC)C1=CC=C(C=C1)F)=O)C(=O)O 1-cyclopropyl-6-(ethoxycarbonyl)-5-(4-fluorophenyl)-4-oxo-1,4-dihydropyridine-3-carboxylic acid